6''-{(2R)-3-[(4-methoxyphenyl)methoxy]-2-methylpropyl}-6'',7''-dihydro-2''H-dispiro[[1,3]dioxol-2,1'-cyclohexane-4',5''-[1,3]dioxolo[4,5-f]isoindole] COC1=CC=C(C=C1)COC[C@@H](CN1C2(C=3C=C4C(=CC3C1)OCO4)CCC4(CC2)OC=CO4)C